methyl 6-((1S,4S)-5-(1-(tert-butyl)-3-(4-chloro-3-fluorophenyl)-1H-pyrrolo[2,3-b]pyridine-6-carbonyl)-2,5-diazabicyclo[2.2.1]heptan-2-yl)-2,4-dimethylnicotinate C(C)(C)(C)N1C=C(C=2C1=NC(=CC2)C(=O)N2[C@@H]1CN([C@H](C2)C1)C1=NC(=C(C(=O)OC)C(=C1)C)C)C1=CC(=C(C=C1)Cl)F